COC(C1=C(C=CC=C1)CNC(=O)[C@@H]1N(CC(C1)C1=CC(=C(C=C1)OC(F)F)OC(C)C)C(C)=O)=O (((2R)-1-acetyl-4-(4-(difluoromethoxy)-3-isopropoxyphenyl)pyrrolidine-2-carboxamido)methyl)benzoic acid methyl ester